1-(4-Aminobenzoyl)-N-(4-(6-((2S,6R)-2,6-dimethylmorpholino)pyridin-2-yl)thiazol-2-yl)azetidine-2-carboxamide NC1=CC=C(C(=O)N2C(CC2)C(=O)NC=2SC=C(N2)C2=NC(=CC=C2)N2C[C@@H](O[C@@H](C2)C)C)C=C1